1,3,5-tris(2-hydroxyethyl)-1,3,5-triazine-2,4,6-trione OCCN1C(N(C(N(C1=O)CCO)=O)CCO)=O